2-(1-(1-(2-fluoro-4-nitrophenyl)piperidin-4-yl)azetidin-3-yl)acetic acid FC1=C(C=CC(=C1)[N+](=O)[O-])N1CCC(CC1)N1CC(C1)CC(=O)O